4-[(1S)-1-({[5-chloro-2-(3,4-dichlorophenoxy)pyridin-3-yl]carbonyl}amino)ethyl]benzoic acid ClC=1C=C(C(=NC1)OC1=CC(=C(C=C1)Cl)Cl)C(=O)N[C@@H](C)C1=CC=C(C(=O)O)C=C1